[N+](=O)([O-])C=1C=C(C=CC1)N\N=C(\C(=O)OCC)/C (E)-Ethyl 2-(2-(3-nitrophenyl)hydrazono)propanoate